tert-butyl 3-(9-ethyl-6-morpholino-8-(pyridin-4-yl)-9H-purin-2-yl)-1-((2-(trimethylsilyl)ethoxy)methyl)-6,7-dihydro-1H-pyrazolo[4,3-c]pyridine-5(4H)-carboxylate C(C)N1C2=NC(=NC(=C2N=C1C1=CC=NC=C1)N1CCOCC1)C1=NN(C2=C1CN(CC2)C(=O)OC(C)(C)C)COCC[Si](C)(C)C